CC(C)CCC(CC)C 2,5-Dimethylheptane